3,6-dimethyldec-5-en-1-yl ethyl oxalate C(C(=O)OCC)(=O)OCCC(CC=C(CCCC)C)C